Methyl 2-(3-bromophenyl)-2-((R)-3-((tert-butoxycarbonyl)amino)-4-((tert-butyldiphenylsilyl)oxy)butoxy)acetate BrC=1C=C(C=CC1)C(C(=O)OC)OCC[C@H](CO[Si](C1=CC=CC=C1)(C1=CC=CC=C1)C(C)(C)C)NC(=O)OC(C)(C)C